FC=1C=C(OCC(=O)NC23CC(C2)(C3)NC(=O)[C@H]3OC2=C(C(C3)=O)C=C(C(=C2)F)F)C=CC1F (2S)-N-{3-[2-(3,4-difluorophenoxy)acetamido]bicyclo[1.1.1]pent-1-yl}-6,7-difluoro-4-oxo-3,4-dihydro-2H-1-benzopyran-2-carboxamide